ClC1=C(N=C(C=2C(N3[C@@H](COC21)CN(CC3)C(=O)OC(C)(C)C)=O)N3[C@@H](COCC3)C)C3=C(C=CC=C3O)F tert-Butyl (6aR)-4-chloro-3-(2-fluoro-6-hydroxyphenyl)-1-((R)-3-methylmorpholino)-12-oxo-6a,7,9,10-tetrahydro-12H-pyrazino[2,1-c]pyrido[3,4-f][1,4]oxazepine-8(6H)-carboxylate